OCCOCCOC1=C(C(=O)O)C=CC=C1C(=O)O 2-(2-(2-hydroxyethoxy)ethoxy)isophthalic acid